C(C)(C)(C)OC(N[C@@H](C(=O)NC)CC1=C(C=CC=C1)Br)=O (R)-(3-(2-bromophenyl)-1-(methylamino)-1-oxopropan-2-yl)carbamic acid tert-butyl ester